5-(1-acetyl-1,2,3,6-tetrahydropyridin-4-yl)-N-[(1R)-1-[3-(difluoromethyl)-2-fluorophenyl]ethyl]-1H-indazole-7-carboxamide C(C)(=O)N1CCC(=CC1)C=1C=C2C=NNC2=C(C1)C(=O)N[C@H](C)C1=C(C(=CC=C1)C(F)F)F